6-ethoxy-N-phenyl-2H-chromene-3-carboxamide C(C)OC=1C=C2C=C(COC2=CC1)C(=O)NC1=CC=CC=C1